4,4'-bipyridine tetrachloride [Cl-].[Cl-].[Cl-].[Cl-].N1=CC=C(C=C1)C1=CC=NC=C1